FC1(S(=O)(=O)C(CC1(CF)F)(F)F)F 2,2,3,5,5-pentafluoro-3-(fluoromethyl)sulfolane